5,6-difluoro-2-(hydroxyimino)-2,3-dihydro-1H-inden-1-one FC=1C=C2CC(C(C2=CC1F)=O)=NO